C(C)OC(=O)C1CC(=NO1)CNC(C1=CC(=CC=C1)OC1=CC=CC=C1)=O.C(CCCCCCC\C=C/CCCCCC)=O (Z)-9-hexadecenaldehyde ethyl-3-[[(3-phenoxybenzoyl)amino]methyl]-4,5-dihydroisoxazole-5-carboxylate